3-{[trans-3-(1H-pyrrolo[2,3-b]pyridin-4-yloxy)cyclobutyl]methyl}-1-[5-(trifluoromethyl)-3-pyridinyl]-2,4-imidazolidinedione trifluoroacetate FC(C(=O)O)(F)F.N1C=CC=2C1=NC=CC2O[C@@H]2C[C@H](C2)CN2C(N(CC2=O)C=2C=NC=C(C2)C(F)(F)F)=O